3-[4-(1,5-Dimethylpyrazol-4-yl)pyrazol-1-yl]-4-methyl-N-[4-(trifluoromethyl)-2-pyridyl]benzamide CN1N=CC(=C1C)C=1C=NN(C1)C=1C=C(C(=O)NC2=NC=CC(=C2)C(F)(F)F)C=CC1C